2-(4-bromo-6-methyl-1-(tetrahydro-2H-pyran-2-yl)-1H-indazol-5-yl)ethan-1-ol BrC1=C2C=NN(C2=CC(=C1CCO)C)C1OCCCC1